N-(3-((5-bromo-2-((3-methyl-1-(8-methyl-8-azabicyclo[3.2.1]octan-3-yl)-1H-pyrazol-4-yl)amino)pyrimidin-4-yl)amino)propyl)pivalamide BrC=1C(=NC(=NC1)NC=1C(=NN(C1)C1CC2CCC(C1)N2C)C)NCCCNC(C(C)(C)C)=O